2-ethylhexyl 3-((7-(3,3-difluoropiperidin-1-yl)-5-isopropyl-5H-pyrrolo[3,2-d]pyrimidin-2-yl)thio)propionate FC1(CN(CCC1)C1=CN(C2=C1N=C(N=C2)SCCC(=O)OCC(CCCC)CC)C(C)C)F